N-(2-methoxy-3-phenylpropyl)-1-methyl-5-oxo-4,5-dihydro-1H-1,2,4-triazole-3-carboxamide COC(CNC(=O)C1=NN(C(N1)=O)C)CC1=CC=CC=C1